S(N)(=O)(=O)CCNC(=O)C=1C=NN2C1N=CC=C2 N-(2-sulfamoylethyl)pyrazolo[1,5-a]pyrimidine-3-carboxamide